tetra-sec-butoxytin(IV) C(C)(CC)O[Sn](OC(C)CC)(OC(C)CC)OC(C)CC